N1C(=CC=C1)C(=O)N Z-pyrrole-2-carboxamide